(R)-N-((6-bromo-1H-indol-3-yl)methyl)-1-((S)-7-(1-methyl-1H-pyrazol-4-yl)-2,3-dihydro-1H-pyrido[2,3-b][1,4]oxazin-3-yl)-1-phenylmethanamine BrC1=CC=C2C(=CNC2=C1)CN[C@H](C1=CC=CC=C1)[C@@H]1CNC2=C(O1)N=CC(=C2)C=2C=NN(C2)C